tert-Butyl ((1-((5-chloro-1-methyl-3-(5-methylisoxazol-3-yl)-1H-pyrazol-4-yl)methyl)pyrrolidin-3-yl)methyl)carbamate ClC1=C(C(=NN1C)C1=NOC(=C1)C)CN1CC(CC1)CNC(OC(C)(C)C)=O